C1(CC(C(CC1)C(C)C)OC(CCC1C(CCCC1)O)=O)C 3-(2-hydroxycyclohexyl)propionic acid menthyl ester